3-(5-fluoro-2-(2-methoxypyridin-4-yl)-1-(phenylsulfonyl)-1H-pyrrolo[2,3-b]pyridin-4-yl)-3,8-diazabicyclo[3.2.1]octane-8-carboxylic acid tert-butyl ester C(C)(C)(C)OC(=O)N1C2CN(CC1CC2)C2=C1C(=NC=C2F)N(C(=C1)C1=CC(=NC=C1)OC)S(=O)(=O)C1=CC=CC=C1